N,N-dimethyl-1-(5-methylimidazo[1,5-a]pyridin-3-yl)propan-2-amine CN(C(CC1=NC=C2N1C(=CC=C2)C)C)C